[N+](=O)([O-])C1=CC=C(C=C1)NC1=CC=C(C=C1)N (4-nitrophenyl)-1,4-phenylenediamine